FC(C(=O)O)(F)F.CN(C=1N=NC(=CN1)C1=NC=C(C=C1O)C=1C=NNC1)C1CC(NC(C1)(C)C)(C)C 2-{3-[methyl-(2,2,6,6-tetramethylpiperidin-4-yl)amino]-1,2,4-triazin-6-yl}-5-(1H-pyrazol-4-yl)pyridin-3-ol trifluoroacetate